C(C)(C)(C)OC(=O)N1C[C@H](C[C@@H](C1)F)NS(=O)(=O)CCCCl (3S,5S)-3-[(3-chloropropane-1-sulfonyl)amino]-5-fluoropiperidine-1-carboxylic acid tert-butyl ester